OB1OCC2=C1C(=C(C=C2)C(=O)N[C@@H](C(C)C)C(=O)OCC2=NC(=CC=C2)N2CCOCC2)C (6-morpholinopyridin-2-yl)methyl (1-hydroxy-7-methyl-1,3-dihydrobenzo[c][1,2]oxaborole-6-carbonyl)-L-valinate